(R)-5-Chloro-N-(8,9-difluoro-6-oxo-1,4,5,6-tetrahydro-2H-pyrano[3,4-c]isoquinolin-1-yl)-N-methylnicotinamide ClC=1C=NC=C(C(=O)N(C)[C@H]2COCC=3NC(C=4C=C(C(=CC4C32)F)F)=O)C1